CC1=C(C(=O)N[C@H](C)C=2C=C(C(=O)OCC3=CC=CC=C3)C=CC2)C=C(C=C1)N1CCN(CC1)C Benzyl 3-[(1R)-1-[[2-methyl-5-(4-methylpiperazin-1-yl)benzoyl]amino]ethyl]benzoate